1-(6-((2-methylbenzo-[d]oxazol-5-yl)oxy)-pyridazin-3-yl)piperidin-4-amine CC=1OC2=C(N1)C=C(C=C2)OC2=CC=C(N=N2)N2CCC(CC2)N